S(N)(=O)(=O)C1=CC=C(C=C1)NC(=S)NC(C(C)(C)C)=O N-(4-sulfamoyl-phenylthiocarbamoyl)pivalamide